(R)-3-((5-chloro-1H-indol-2-yl)methyl)-1-methyl-1-(1-(3-methyloxetane-3-carbonyl)piperidin-3-yl)urea ClC=1C=C2C=C(NC2=CC1)CNC(N([C@H]1CN(CCC1)C(=O)C1(COC1)C)C)=O